C1(=CC=CC=C1)[C@H]1N=C(O[C@@H]1C1=CC=CC=C1)C=1C=NN2C1N=CC=C2 (4R,5R)-4,5-diphenyl-2-(pyrazolo[1,5-a]pyrimidin-3-yl)-4,5-dihydro-oxazole